FC1=CC(=C(C=C1)C(N1CCN(CC1)C1=CC(N(C=2C=CC(=NC12)C#N)C)=O)C1=CC=C(C=C1)F)OC 8-{4-[(4-fluoro-2-methoxyphenyl)(4-fluorophenyl)methyl]piperazin-1-yl}-5-methyl-6-oxo-5,6-dihydro-1,5-naphthyridine-2-carbonitrile